3-(1-(1-(3,5-dimethyl-4-(4-(trifluoromethyl)-1H-pyrazol-1-yl)phenyl)butyl)-1H-indazole-5-carboxamido)propionic acid CC=1C=C(C=C(C1N1N=CC(=C1)C(F)(F)F)C)C(CCC)N1N=CC2=CC(=CC=C12)C(=O)NCCC(=O)O